3a-(benzylcarbamoyl)-1-isobutyl-7-(2-carboxyethyl)octahydro-4H-3,6-methanopyrrolo[3,2-b]pyridine-4-carboxylate C(C1=CC=CC=C1)NC(=O)C12N(CC3C(C1N(CC2C3)CC(C)C)CCC(=O)O)C(=O)[O-]